neopentyl-succinic acid dipivalyl ester C(C(C)(C)C)(=O)OC(C(CC(=O)OC(C(C)(C)C)=O)CC(C)(C)C)=O